(2R,3R,4S,5R)-4-(benzyloxy)-5-((benzyloxy)methyl)-2-(5-cyano-2,4-dioxo-3,4-dihydropyrimidin-1(2H)-yl)-5-methyltetrahydrofuran-3-yl acetate C(C)(=O)O[C@H]1[C@@H](O[C@]([C@H]1OCC1=CC=CC=C1)(C)COCC1=CC=CC=C1)N1C(NC(C(=C1)C#N)=O)=O